FC=1C=C2NC=CC2=C2CC(NCC(CCCCCC(C3=CN=C(C=4C(=CC=C(OC12)C4)F)N3)(C)C=3C=C(C=CC3)CCC(=O)O)O)=O 3-[3-(24,30-Difluoro-12-hydroxy-6-methyl-15-oxo-26-oxa-3,14,21,32-tetrazapentacyclo[25.3.1.12,5.017,25.018,22]dotriaconta-1(31),2,4,17,19,22,24,27,29-nonaen-6-yl)phenyl]propanoic acid